6-(3-(6-fluoro-5-(1-methylpiperidin-4-yl)pyridin-2-yl)-4-isopropyl-1H-pyrazol-5-yl)-8-methoxy-[1,2,4]triazolo[1,5-a]pyridine FC1=C(C=CC(=N1)C1=NNC(=C1C(C)C)C=1C=C(C=2N(C1)N=CN2)OC)C2CCN(CC2)C